FC1=CC=C(C(=O)NC=2C=C3C(=CNC3=CC2)C=2CCN(CC2)CC(C)C)C=C1 5-(4-fluorobenzoyl)amino-3-(1-isobutyl-1,2,3,6-tetrahydropyridin-4-yl)-1H-indole